ClC1=CC2=C(C3=CC=CC=C3C(=C2C=C1)OC(CC(=O)OC)C)OC(CC(=O)OC)C 2-chloro-9,10-bis(methoxycarbonylpropyleneoxy)anthracene